BrCC1C2C=CC(C1)C2 5-bromomethylbicyclo[2.2.1]hept-2-ene